1-[(4-methyl-3-pyridinyl)methyl]-6-[3-(trifluoromethyl)phenyl]-3H-imidazo[4,5-b]pyridin-2-one CC1=C(C=NC=C1)CN1C(NC2=NC=C(C=C21)C2=CC(=CC=C2)C(F)(F)F)=O